5-(1-((tert-butyldimethylsilyl)oxy)propyl)-3-hydroxypyrrolidin-2-one [Si](C)(C)(C(C)(C)C)OC(CC)C1CC(C(N1)=O)O